OC=1C=C(C(=O)O)C=C(C1OC)OC 3-hydroxy-4,5-dimethoxybenzoic acid